CN1N=C(N=C1C=1C(=C(C=CC1)O)F)C 3-(1,3-dimethyl-1H-1,2,4-triazol-5-yl)-2-fluorophenol